ethyl 2-oxo-2-[p-tolylmethyl (2-pyridylmethyl)amino]acetate O=C(C(=O)OCC)N(CC1=NC=CC=C1)CC1=CC=C(C=C1)C